2-(1-(methoxymethyl)-1H-indol-3-yl)-dimethylethan-1-amine COCN1C=C(C2=CC=CC=C12)CC(N)(C)C